NC(CN1C2CN(C(C1)C2)C(=O)OC(C)(C)C)C2=CC(=C(C=C2)Cl)Cl tert-butyl 5-(2-amino-2-(3,4-dichlorophenyl)ethyl)-2,5-diazabicyclo[2.2.1]heptane-2-carboxylate